OC[C@H](C[C@H]1C(NCC1)=O)NC([C@H](CCCC)NC(O[C@@H](C(F)(F)C1=CC(=CC=C1)Cl)C1=CC=CC=C1)=O)=O (R)-2-(3-chlorophenyl)-2,2-difluoro-1-phenylethyl ((S)-1-(((S)-1-hydroxy-3-((S)-2-oxopyrrolidin-3-yl)propan-2-yl)amino)-1-oxohexan-2-yl)carbamate